3-((2-butoxy)benzyloxy)-N-(pyridin-3-yl)thiophene-2-carboxamide CC(CC)OC(C1=CC=CC=C1)OC1=C(SC=C1)C(=O)NC=1C=NC=CC1